3-bromo-4-(1-hydroxyethyl)benzamide BrC=1C=C(C(=O)N)C=CC1C(C)O